3-(4-bromo-1-(2,3,5-trifluorophenyl)but-3-yn-1-yl)-1-methylpyridin-2(1H)-one BrC#CCC(C1=C(C(=CC(=C1)F)F)F)C=1C(N(C=CC1)C)=O